[2-(4-chloro-2,5-dimethyl-phenylamino)-5-methyl-pyrimidin-4-ylamino]-3H-benzoxazol-2-one ClC1=CC(=C(C=C1C)NC1=NC=C(C(=N1)NN1C(OC2=C1C=CC=C2)=O)C)C